ethyl (S)-4-(5-(((R)-6,7-dihydro-5H-cyclopenta[b]pyridin-5-yl)carbamoyl)thiophen-2-yl)-2-((4-fluorophenoxy)methyl)-5-oxo-7,8,9,9a-tetrahydro-5H-pyrido[2,3-a]pyrrolizine-3-carboxylate N1=C2C(=CC=C1)[C@@H](CC2)NC(=O)C2=CC=C(S2)C2=C(C(=NC1=C2C(N2CCC[C@@H]12)=O)COC1=CC=C(C=C1)F)C(=O)OCC